methyl-tris-(2-hydroxyethyl)ammonium C[N+](CCO)(CCO)CCO